COC(NC1=CC(=C(C(=C1)Cl)O)Cl)=O methyl(3,5-dichloro-4-hydroxyphenyl)carbamate